N-(4-Chloro-2,6-difluorophenyl)-4-(2-chloro-4-fluorophenyl)-1,3-dimethyl-1H-pyrazole-5-amine ClC1=CC(=C(C(=C1)F)NC1=C(C(=NN1C)C)C1=C(C=C(C=C1)F)Cl)F